1-[[3-allyl-5,7-dimethyl-1-adamantyl]methyl]-5-methyl-pyrazole C(C=C)C12CC3(CC(CC(C1)(C3)C)(C2)C)CN2N=CC=C2C